4'-(((4-methoxyphenyl)imino)methyl)-N,N-diphenyl-[1,1'-biphenyl]-4-amine COC1=CC=C(C=C1)N=CC1=CC=C(C=C1)C1=CC=C(C=C1)N(C1=CC=CC=C1)C1=CC=CC=C1